sulfonyl-2,6-diazaspiro[3.3]heptane-6-carboxylate S(=O)(=O)=C1NCC12CN(C2)C(=O)[O-]